N-(2-chlorophenyl)pyrido[1,2-a]benzimidazol-8-amine ClC1=C(C=CC=C1)NC=1C=CC2=C(N3C(=N2)C=CC=C3)C1